O=C(CCCCCCNC(OC(C)(C)C)=O)NC1=CC(=C(C(=C1)OC)OC)OC Tert-butyl (7-oxo-7-((3,4,5-trimethoxyphenyl) amino) heptyl)carbamate